tert-Butyl 6-(dimethylcarbamoyl)-3,4-dihydroisoquinoline-2(1H)-carboxylate CN(C(=O)C=1C=C2CCN(CC2=CC1)C(=O)OC(C)(C)C)C